C(=O)(O)C=CC(=O)NC1=CC=C(C=C1)C(C=CC1=CC=C(C=C1)C=CC(=O)C1=CC=C(NC(C=CC(=O)O)=O)C=C1)=O 4-[4-[3-[4-[3-[4-(3-Carboxyprop-2-enoylamino)phenyl]-3-oxoprop-1-enyl]phenyl]prop-2-enoyl]anilino]-4-oxobut-2-enoic acid